N-(7-((1H-pyrazol-1-yl)methyl)-5,5a,6,6a-tetrahydrocyclopropa[3,4]chromeno[8,7-d]isoxazol-3-yl)-2,4-dimethoxy-6-methylpyridine-3-sulfonamide N1(N=CC=C1)CC1=C2C3C(COC2=C2C(=NOC2=C1)NS(=O)(=O)C=1C(=NC(=CC1OC)C)OC)C3